FC(N1CCC(CC1)NC(CC)=O)F N-(1-(difluoromethyl)piperidin-4-yl)propanamide